ClC1=CC=C(C=C1)C1=N[C@H](C=2N(C3=C1C(=C(S3)C)C)C(=NN2)C)CC(=O)OC methyl (S)-2-(4-(4-chlorophenyl)-2,3,9-trimethyl-6H-thieno[3,2-f][1,2,4]triazolo[4,3-a][1,4]diazepin-6-yl)acetate